methyl-ammonium [tetrakis(heptafluoronaphthalenyl)borate] FC=1C(=C(C(=C2C(=C(C(=C(C12)[B-](C1=C(C(=C(C2=C(C(=C(C(=C12)F)F)F)F)F)F)F)(C1=C(C(=C(C2=C(C(=C(C(=C12)F)F)F)F)F)F)F)C1=C(C(=C(C2=C(C(=C(C(=C12)F)F)F)F)F)F)F)F)F)F)F)F)F.C[NH3+]